acryloxypentyl-iodomethylsilane C(C=C)(=O)OCCCCC[SiH2]CI